6-((1-oxo-3,4-dihydroisoquinolin-2(1H)-yl)methyl)benzo[d]oxazol-2(3H)-one O=C1N(CCC2=CC=CC=C12)CC1=CC2=C(NC(O2)=O)C=C1